O=C1NC(CCC1C1=C(C=C(C=C1F)N1CC(C1)NC(OC1CN(C1)C=1OC2=C(N1)C=CC=C2)=O)F)=O 1-(benzo[d]oxazol-2-yl)azetidin-3-yl (1-(4-(2,6-dioxopiperidin-3-yl)-3,5-difluorophenyl)azetidin-3-yl)carbamate